C(CCCCCCC\C=C/CCCCCCCC)(=O)OCC(COC(CCCCCCC\C=C/CCCCCCCC)=O)(CO)CO pentaerythritol dioleate